lithium bistrifluoromethanesulfonamide FC(S(=O)(=O)N)(F)F.FC(S(=O)(=O)N)(F)F.[Li]